(Z)-1-(2-chloro-6-methylphenyl)-N-((5-(difluoromethyl)-1-methyl-1H-pyrazole-3-carbonyl)oxy)cyclopropane-1-carboximidamide ClC1=C(C(=CC=C1)C)C1(CC1)/C(/NOC(=O)C1=NN(C(=C1)C(F)F)C)=N/[H]